FC=1C=CC(=NC1C)C(=O)NC1=CC2=CN(N=C2C=C1C(C)(C)O)C1CCC(CC1)C=O 5-Fluoro-N-(2-((1r,4r)-4-formylcyclohexyl)-6-(2-hydroxypropan-2-yl)-2H-indazol-5-yl)-6-methylpicolinamide